2-Methyl-p-phenylendiamin CC1=C(C=CC(=C1)N)N